N-[2-(3-methoxy-2-methylphenyl)-1-methylpyrrolo[2,3-c]pyridin-5-yl]cyclopropanecarboxamide COC=1C(=C(C=CC1)C1=CC=2C(=CN=C(C2)NC(=O)C2CC2)N1C)C